1H-PYRAZOLO[4,3-D]PYRIMIDIN N1N=CC=2N=CN=CC21